C(#C)C1=CC(=NC=2N=C(N=CC21)NC2=CC=C(C=C2)S(=O)(=O)N(C)C)N2C(NCC21CCCC1)=O 4-[(5-Ethynyl-7-{2-oxo-1,3-diazaspiro[4.4]nonan-1-yl}pyrido[2,3-d]pyrimidin-2-yl)amino]-N,N-dimethylbenzenesulfonamide